ClC1=CC=C(OCC2=NN=C(S2)C=2N(C(=CN2)C(=O)N)C2=C(C=C(C=C2)OC)OC)C=C1 (5-((4-chlorophenoxy)methyl)-1,3,4-thiadiazol-2-yl)-1-(2,4-dimethoxyphenyl)-1H-imidazole-5-carboxamide